4-(prop-1-en-2-yl)pyridazin-3-ol C=C(C)C1=C(N=NC=C1)O